(±)-trans-4-(1-((5-methoxy-7-methyl-1H-indol-4-yl)methyl)-4-(1H-1,2,4-triazol-1-yl)piperidin-2-yl)benzoic acid COC=1C(=C2C=CNC2=C(C1)C)CN1[C@H](C[C@@H](CC1)N1N=CN=C1)C1=CC=C(C(=O)O)C=C1 |r|